2-phenylbenzo[4,5]Thieno[3,2-d]Pyrimidine C1(=CC=CC=C1)C=1N=CC2=C(N1)C1=C(S2)C=CC=C1